NC1=NC(=CC=2C1=NN(C2)CC2=NC=CC=C2)C=2C=C(C#N)C=CC2 3-(7-amino-2-(pyridin-2-ylmethyl)-2H-pyrazolo[3,4-c]pyridin-5-yl)benzonitrile